[I-].C(=O)(O)C=1C=CC(=NC1)/C(/C=C/C1=[N+](C2=CC=CC=C2C1(C)C)C)=C\C=C/1\N(C2=CC=CC=C2C1(C)C)C 2-((1E,3Z)-3-(5-carboxypyridin-2-yl)-5-((E)-1,3,3-trimethylindolin-2-ylidene)penta-1,3-dien-1-yl)-1,3,3-trimethyl-3H-indol-1-ium iodide